(1R)-N-(1-methylcyclopropyl)-4-[(1-methylpyrazol-4-yl)(2H2)methyl]-5-oxo-1-[(pyridin-2-yloxy)methyl]-1H,2H-imidazo[1,2-a]quinazoline-7-sulfonamide CC1(CC1)NS(=O)(=O)C=1C=C2C(N(C=3N(C2=CC1)[C@H](CN3)COC3=NC=CC=C3)C([2H])([2H])C=3C=NN(C3)C)=O